CN1C(=NC2=C1C=CC=C2)CN2CCN(CC2)C2=C(C=CC(=C2)\C=C\C)C=2N=NNN2 1-methyl-2-[[4-[5-[(E)-prop-1-enyl]-2-(2H-tetrazol-5-yl)phenyl]piperazin-1-yl]methyl]benzimidazole